5-(4-((S)-2-amino-3-(4-fluorophenyl)propanamido)pyrrolo[2,1-f][1,2,4]triazin-7-yl)-5-cyano-4-hydroxy-2-(hydroxymethyl)tetrahydrofuran-3-yl 2-(1-aminocyclohexyl)acetate NC1(CCCCC1)CC(=O)OC1C(OC(C1O)(C#N)C1=CC=C2C(=NC=NN21)NC([C@H](CC2=CC=C(C=C2)F)N)=O)CO